C(#N)C1=NC2=CC(=CC(=C2N=C1N1C(C(CC1)O)C1=C(C=CC=C1)OC)[C@@H](C)NC1=C(C(=O)O)C=CC=C1)C 2-(((1R)-1-(2-cyano-3-(3-hydroxy-2-(2-methoxyphenyl)pyrrolidin-1-yl)-7-methylquinoxalin-5-yl)ethyl)amino)benzoic acid